7,7-difluoro-9-(4-fluoro-3-methylphenyl)spiro[4.5]decan-6-ol FC1(C(C2(CCCC2)CC(C1)C1=CC(=C(C=C1)F)C)O)F